2-(methyl(5-(2-((1-(methylsulfonyl)piperidin-4-yl)amino)-5-(trifluoromethyl)pyrimidin-4-yl)thiazol-2-yl)amino)ethan-1-ol CN(CCO)C=1SC(=CN1)C1=NC(=NC=C1C(F)(F)F)NC1CCN(CC1)S(=O)(=O)C